heptyl-trimethylammonium C(CCCCCC)[N+](C)(C)C